1-(1-(2,2,2-trifluoroethyl)-1H-pyrazolo[3,4-c]pyridin-5-yl)ethan-1-d-1-amine hydrochloride Cl.FC(CN1N=CC=2C1=CN=C(C2)C(C)(N)[2H])(F)F